CC12N(N(C(C=C1)(C2)C)C(=O)O)C(=O)O.BrCCC[Si](OCCC)(OCCC)OCCC bromopropyl-tripropoxysilane 1,4-dimethyl-2,3-diaza-bicyclo[2.2.1]hept-5-ene-2,3-dicarboxylate